C(#N)CC=1C=C(C=CC1N1CCC(CC1)O)NC=1N=CC2=C(N1)CN(CC2)C2=C(C1=C(OCCN1C(=O)OC(C)(C)C)N=C2)C tert-butyl 7-(2-{[3-(cyanomethyl)-4-(4-hydroxypiperidin-1-yl)phenyl]amino}-5H,6H,7H,8H-pyrido[3,4-d]pyrimidin-7-yl)-8-methyl-1H,2H,3H-pyrido[2,3-b][1,4]oxazine-1-carboxylate